C(#N)C=1C(=NC(=C(C1CC)C#N)N1CCNC(CC1)C)SC(C(=O)N)C1=CC=CC=C1 2-{[3,5-dicyano-4-ethyl-6-(5-methyl-1,4-diazepan-1-yl)pyridin-2-yl]sulfanyl}-2-phenylacetamide